N=1C=NN2C1C=C(C=C2)OC2=CC(=C(C=C2C)NC2=NC=NC1=CC(=C(C=C21)O)OC)OC 4-((4-([1,2,4]triazolo[1,5-a]pyridin-7-yloxy)-2-methoxy-5-methylphenyl)amino)-7-methoxyquinazolin-6-ol